FC=1NOP(OC1)=O 5-fluoro-1,3,4,2-dioxazaphosphine-2-oxide